5-methoxymethyloxycarbonyl-7-oxo-bicyclo[2.2.1]Hept-2-ene COCOC(=O)C1C2C=CC(C1)C2=O